4-[3-tert-Butyl-5-(5-hydroxypyridin-3-yl)benzoyl]piperazin C(C)(C)(C)C=1C=C(C(=O)N2CCNCC2)C=C(C1)C=1C=NC=C(C1)O